methylsulfanyl-pyrimidine CSC1=NC=CC=N1